6-(2,6-dichlorophenyl)-2-{[2'-(2-methylpropanoyl)-2',3'-dihydro-1'H-spiro[cyclopropane-1,4'-isoquinolin]-7'-yl]amino}imidazo[1,2-a]pyrimido[5,4-e]pyrimidin-5(6H)-one ClC1=C(C(=CC=C1)Cl)N1C=2N(C3=C(C1=O)C=NC(=N3)NC3=CC=C1C4(CN(CC1=C3)C(C(C)C)=O)CC4)C=CN2